C(C)(C)OC(NC1=CC(=C(C(=C1)C(F)F)F)[C@@H](C)N)=O (R)-(3-(1-aminoethyl)-5-(difluoromethyl)-4-fluorophenyl)carbamic acid isopropyl ester